BrC1=CC=C(C=2N1C=CN2)NC(=O)NC2=CC(=C(C=C2)CN2CCN(CC2)CC)C(F)(F)F 1-(5-bromoimidazo[1,2-a]pyridin-8-yl)-3-(4-((4-ethylpiperazin-1-yl)methyl)-3-(trifluoromethyl)phenyl)urea